3-(3-cyano-2-methylphenoxy)-2,2-dimethylpropionic acid C(#N)C=1C(=C(OCC(C(=O)O)(C)C)C=CC1)C